N1CCC(CC1)COC1=CSC=C1 3-(piperidin-4-ylmethoxy)thiophene